4-(4-(((S)-4-ethyl-4,9-dihydroxy-3,14-dioxo-3,4,12,14-tetrahydro-1H-pyrano[3',4':6,7]indolizino[1,2-b]quinolin-10-yl)methyl)piperazine-1-carbonyl)piperazine C(C)[C@]1(C(OCC=2C(N3CC=4C(=NC=5C=CC(=C(C5C4)CN4CCN(CC4)C(=O)N4CCNCC4)O)C3=CC21)=O)=O)O